COC1=CC=C(CN2C(C3=C4C(C=CC=C24)=C(C=C3)C=O)=O)C=C1 1-(4-methoxy-benzyl)-2-oxo-1,2-dihydro-benzo[cJ]indole-5-carbaldehyde